Cl.NCC(=O)NC1=C(C=C(C(=O)OC)C=C1)OC methyl 4-(2-aminoacetoylamino)-3-methoxybenzoate hydrochloride